COC(C1=C(C=C(C=C1O)OCC(F)F)C=CC1=CC=C(C=C1)F)=O methyl-4-(2,2-difluoroethoxy)-2-(4-fluorostyryl)-6-hydroxybenzoate